O=C1N(C(CC1)=O)C(C(=O)O)CCCC1SC[C@@H]2NC(N[C@@H]21)=O.OC(=O)CCCC[C@@H]2SC[C@@H]1NC(=O)N[C@H]21 biotin 2,5-dioxopyrrolidin-1-yl-5-((3aS,6aR)-2-oxohexahydro-1H-thieno[3,4-d]imidazol-4-yl)pentanoate